C(CCCCCCCCCCC)N(CCN(CC(=O)O)CCCCCCCCCCCC)CCCCCCCCCCCC N-(2-(Didodecylamino)ethyl)-N-dodecylglycine